[6-bromo-5-(2-chlorophenyl)[1,3]thiazolo[4,5-b]pyridin-3(2H)-yl][2-(trifluoromethyl)-phenyl]methanone BrC=1C=C2C(=NC1C1=C(C=CC=C1)Cl)N(CS2)C(=O)C2=C(C=CC=C2)C(F)(F)F